ClC=1C=CC=C2C=CC(=NC12)NC1=C(C=C(C=C1)OCCOC)C 8-chloro-N-(4-(2-methoxyethoxy)-2-methylphenyl)quinolin-2-amine